2-{3-[(4-methanesulfonyl-2-methoxyphenyl)amino]prop-1-yn-1-yl}-N-[(1S,4S)-4-{1-oxa-7-azaspiro[3.5]nonan-7-yl}cyclohexyl]-1-(2,2,2-trifluoroethyl)-1H-indol-4-amine CS(=O)(=O)C1=CC(=C(C=C1)NCC#CC=1N(C=2C=CC=C(C2C1)NC1CCC(CC1)N1CCC2(CCO2)CC1)CC(F)(F)F)OC